(R)-7-(5,6-dihydropyrrolo[3,4-c]pyrazol-2(4H)-yl)-4-methyl-N-(1-(2-methyl-3-(trifluoromethyl)phenyl)ethyl)phthalazin-1-amine N=1N(C=C2C1CNC2)C2=CC=C1C(=NN=C(C1=C2)N[C@H](C)C2=C(C(=CC=C2)C(F)(F)F)C)C